chloro-2-tert-butyl-anthraquinone ClC1=C(C=CC=2C(C3=CC=CC=C3C(C12)=O)=O)C(C)(C)C